S(=O)(=O)(O)S(=O)(=O)OC1=CC=C(C=C1)F p-fluorophenyl sulfo-sulfonate